NC1=NC=2C=CC(=CC2C2=C1C=NN2C)C(=O)N(C)CC2=NC=C(C=C2)C(F)F 4-amino-N-((5-(difluoromethyl)-2-pyridinyl)methyl)-N,1-dimethyl-1H-pyrazolo[4,3-c]quinoline-8-carboxamide